(E)-6-(4-(dimethylamino)styryl)-N-(5-((5-((3-imino-3-((2-thiomorpholinoethyl)amino)propyl)carbamoyl)-1-methyl-1H-pyrrol-3-yl)carbamoyl)-1-methyl-1H-pyrrol-3-yl)nicotinamide CN(C1=CC=C(C=CC2=NC=C(C(=O)NC3=CN(C(=C3)C(NC3=CN(C(=C3)C(NCC\C(\NCCN3CCSCC3)=N/[H])=O)C)=O)C)C=C2)C=C1)C